FC1=C(C=C(C(=C1)O)F)C[C@@H](CN1C(C2=CC=CC=C2C1=O)=O)N(C)C (S)-2-(3-(2,5-difluoro-4-hydroxyphenyl)-2-(dimethylamino)propyl)isoindoline-1,3-dione